(1R,3S)-4'-Chloro-3-methyl-5'-(3-(1-methyl-2-oxo-1,2-dihydropyridin-3-yl)phenyl)-1',2'-dihydrospiro[cyclopentane-1,3'-pyrrolo[2,3-b]pyridine]-3-carboxamide ClC1=C2C(=NC=C1C1=CC(=CC=C1)C=1C(N(C=CC1)C)=O)NC[C@]21C[C@](CC1)(C(=O)N)C